F[H-]F.C(C)[N+]1(CCCC1)CC N,N-diethyl-pyrrolidinium bifluoride